ClC1=CC=C(C=C1)S(=O)(=O)N[C@H](CO)C(CC)CC 4-chloro-N-[(2S)-3-ethyl-1-hydroxypentan-2-yl]benzenesulfonamide